C(C)N(C(CCCC)=O)C N-ethyl-N-methyl-Pentanamide